tetracarboxyl-cobalt (II) C(=O)(O)[Co-2](C(=O)O)(C(=O)O)C(=O)O